3-Propylhexyl 8-((2-hydroxyethyl)(8-oxo-8-(undecan-6-yloxy)octyl)amino)octanoate OCCN(CCCCCCCC(=O)OCCC(CCC)CCC)CCCCCCCC(OC(CCCCC)CCCCC)=O